(R)-3-acetoxy-butyrate C(C)(=O)O[C@@H](CC(=O)[O-])C